C(C)C(CO[Ti+3])CCCC (2-ethylhexyloxy)titanium (IV)